hydroxyallylazide OC=CCN=[N+]=[N-]